5-fluoro-2-methylindoline FC=1C=C2CC(NC2=CC1)C